C(C)(C)(C)OC(=O)N1[C@H]2CN(C[C@@H]1CC2)C2=NC(=NC(=C2Br)C(N(C2=CC=CC1=CC=CC(=C21)Cl)CC=C)=O)Cl (1R,5S)-3-(6-(allyl(8-chloronaphthalen-1-yl)carbamoyl)-5-bromo-2-chloropyrimidin-4-yl)-3,8-Diazabicyclo[3.2.1]octane-8-carboxylic acid tert-butyl ester